C1(CC\C=C\CC\C=C\CCC1)=O (4e,8e)-4,8-cyclododecadien-1-one